(1,2,3,4-tetrahydroisoquinolin-6-yl) carbamate C(N)(OC=1C=C2CCNCC2=CC1)=O